1-(2-Bromo-5-chlorophenyl)ethan-1-ol methylphenyl-4'-pentyl-[1,1'-bi(cyclohexane)]-4-carboxylate CC1C(CCC(C1)C(=O)OC(C)C1=C(C=CC(=C1)Cl)Br)(C1CCC(CC1)CCCCC)C1=CC=CC=C1